ethyl 2-((1-(tert-butoxycarbonyl) piperidin-4-yl) methyl)-6-ethoxy-1-oxoisoindoline-5-carboxylate C(C)(C)(C)OC(=O)N1CCC(CC1)CN1C(C2=CC(=C(C=C2C1)C(=O)OCC)OCC)=O